NC1=NC(N(C=C1F)CCC(=O)O)=O 3-(4-amino-5-fluoro-2-oxopyrimidine-1(2H)-yl)propionic acid